3,6-bis(4-amino-2-trifluoromethylphenoxy)benzonorbornene NC1=CC(=C(OC2C3C4=C(C2CC3)C=C(C=C4)OC4=C(C=C(C=C4)N)C(F)(F)F)C=C1)C(F)(F)F